CC1=NN(C=C1[N+](=O)[O-])C=1C(=NC=CC1)C(F)(F)F (3-methyl-4-nitro-1H-pyrazol-1-yl)-2-(trifluoromethyl)pyridine